4-(3-(4-acryloylpiperazin-1-yl)-2-methylazetidin-1-yl)-6-(4-(1,4-dimethyl-1H-pyrazol-5-yl)piperidin-1-yl)-2-(trifluoromethyl)nicotinonitrile C(C=C)(=O)N1CCN(CC1)C1C(N(C1)C1=CC(=NC(=C1C#N)C(F)(F)F)N1CCC(CC1)C1=C(C=NN1C)C)C